N[SiH2]N amino-aminosilane